FC(CN(C)[C@@H]1C[C@H](CC1)NC1=NC=C(C(=N1)C1=CNC2=CC(=CC=C12)C(=O)O)C(F)(F)F)(CCNC)F 3-(2-{[(1S,3S)-3-(4,4-difluoro-2,7-diazaoct-2-yl)cyclopentyl]amino}-5-(trifluoromethyl)pyrimidin-4-yl)-1H-indole-6-carboxylic acid